Phenyl-methyl alcohol C1(=CC=CC=C1)CO